C(C)(C)(C)N(C(O)=O)[C@@H]1CN(CC1)C1=C(C=CC=2N(C(=NC21)C)C2CC2)N.OC2=C(C=CC1=CC=CC=C21)C(C(=O)N)=C (1-hydroxy-2-naphthyl)acrylamide tert-butyl-(S)-(1-(5-amino-1-cyclopropyl-2-methyl-1H-benzo[d]imidazol-4-yl)pyrrolidin-3-yl)carbamate